C(=O)C=1C=NN(C1)C1=NC=C(C#N)C(=C1)OC(C)C 6-(4-formyl-1H-pyrazol-1-yl)-4-isopropoxynicotinonitrile